4-(bis(4-methoxybenzyl)amino)-N-methoxy-2-(2-methoxypyridin-4-yl)-N-methyloxazole-5-carboxamide COC1=CC=C(CN(C=2N=C(OC2C(=O)N(C)OC)C2=CC(=NC=C2)OC)CC2=CC=C(C=C2)OC)C=C1